C(C)(C)(C)OC(=O)N1CCN(CC1)C1=C(C=C(C=C1)[N+](=O)[O-])Cl.C(C)C(CN(C(COCC(=O)N)=O)CC(CCCC)CC)CCCC N,N-di(2-ethylhexyl)diglycolamide tert-butyl-4-(2-chloro-4-nitro-phenyl)piperazine-1-carboxylate